(2S,4R)-1-(2-(3-acetyl-5-(2-methylpyrimidin-5-yl)-1H-indazol-1-yl)acetyl)-N-(3,3-dimethylcyclohexyl)-4-fluoropyrrolidine-2-carboxamide C(C)(=O)C1=NN(C2=CC=C(C=C12)C=1C=NC(=NC1)C)CC(=O)N1[C@@H](C[C@H](C1)F)C(=O)NC1CC(CCC1)(C)C